O1CCN(CC1)CCCOC1=CC=C(C=C1)B(O)O 4-(3-morpholinopropoxy)phenylboronic acid